The molecule is an acyl tetraketide pyran-2-one that is 4-hydroxy-2H-pyran-2-one in which the hydrogen at position 6 is replaced by a 2-oxoundec-10-en-1-yl group. C=CCCCCCCCC(=O)CC1=CC(=CC(=O)O1)O